C12C(CC(CC1)CC2)C(=O)N[C@@H](CCO[C@@H]2C[C@H](C2)CCC2=NC=1NCCCC1C=C2)C(=O)O N-(bicyclo[2.2.2]octane-2-carbonyl)-O-(trans-3-(2-(5,6,7,8-tetrahydro-1,8-naphthyridin-2-yl)ethyl)cyclobutyl)homoserine